CN1CCN(CC1)C(=O)OC(C)(C)C t-butyl 4-methylpiperazin-1-carboxylate